CS(=O)(=O)C[C@@H]1CC[C@H](CO1)NC=1C2=C(N=CN1)NC=C2C=O (4-(((3R,6S)-6-((methylsulfonyl)methyl)tetrahydro-2H-pyran-3-yl)amino)-7H-pyrrolo[2,3-d]Pyrimidin-5-yl)methanone